[1-[(5R)-4-[methyl-(tetrahydropyran-4-yl)amino]-5-oxido-6,7-dihydrothieno[3,2-d]pyrimidin-5-ium-2-yl]azetidin-3-yl] pyridine-3-carboxylate N1=CC(=CC=C1)C(=O)OC1CN(C1)C=1N=C(C2=C(N1)CC[S@+]2[O-])N(C2CCOCC2)C